FC(C=1C(=NC=C(C1)F)C(=O)NC1=C(C=C(C(=C1)C=1C=NC(=NC1)N1CCOCC1)F)N1C[C@@H](N([C@@H](C1)C)C)C)F 3-(difluoromethyl)-5-fluoro-N-(4-fluoro-5-(2-morpholinopyrimidin-5-yl)-2-((3S,5R)-3,4,5-trimethylpiperazin-1-yl)phenyl)picolinamide